ethyl 2-(3-(1-ethoxyvinyl)pyridin-2-yl)-2,2-difluoroacetate C(C)OC(=C)C=1C(=NC=CC1)C(C(=O)OCC)(F)F